C(C1=CC=CC=C1)OC=1C(=NC=C(C1C)C=1C=NN(C1)C1=CC=C(C=C1)F)C(=O)NCC(=O)OCC Ethyl (3-(benzyloxy)-5-(1-(4-fluorophenyl)-1H-pyrazol-4-yl)-4-methylpicolinoyl)glycinate